4-amino-N-(4-fluoro-3-(trifluoromethyl)phenyl)bicyclo[4.2.0]oct-1(6),2,4-triene-3-carboxamide NC=1C(=CC=2CCC2C1)C(=O)NC1=CC(=C(C=C1)F)C(F)(F)F